1-(3-((2-((4-(4-cyclobutylpiperazin-1-yl)-2-methylphenyl)amino)-5-(trifluoromethyl)pyrimidin-4-yl)amino)propyl)piperidin-2-one C1(CCC1)N1CCN(CC1)C1=CC(=C(C=C1)NC1=NC=C(C(=N1)NCCCN1C(CCCC1)=O)C(F)(F)F)C